1-((1H-imidazol-1-yl)sulfonyl)-3-(diphenylmethylene)piperidine N1(C=NC=C1)S(=O)(=O)N1CC(CCC1)=C(C1=CC=CC=C1)C1=CC=CC=C1